[N+](=O)([O-])C1=CC=C(C=C1)N1C(=NC=C1C1=CC=CC=C1)C(=O)C1=CC=CC=C1 (1-(4-nitrophenyl)-5-phenyl-1H-imidazol-2-yl)(phenyl)methanone